FC=1C=C(C=CC1F)C1C(C1)N racemic-2-(3,4-difluorophenyl)cyclopropylamine